3-(9-(difluoromethyl)-6-(4-(trifluoromethoxy)phenyl)-9H-purin-2-yl)azetidine-1-carboxylic acid tert-butyl ester C(C)(C)(C)OC(=O)N1CC(C1)C1=NC(=C2N=CN(C2=N1)C(F)F)C1=CC=C(C=C1)OC(F)(F)F